3-{6-amino-5-[1-(2,6-dichloro-3-fluoro-phenyl)-ethoxy]-pyridin-3-yl}-propynoic acid isopropylamide C(C)(C)NC(C#CC=1C=NC(=C(C1)OC(C)C1=C(C(=CC=C1Cl)F)Cl)N)=O